copper-tungsten disulfide [W](=S)=S.[Cu]